5-[2-(tert-Butoxycarbonyl)-7-{[(3S)-3-(piperidin-1-ylmethyl)-3,4-dihydro-1H-isoquinolin-2-yl]carbonyl}-3,4-dihydro-1H-isoquinolin-6-yl]-1,2-dimethylpyrrole-3-carboxylic acid C(C)(C)(C)OC(=O)N1CC2=CC(=C(C=C2CC1)C1=CC(=C(N1C)C)C(=O)O)C(=O)N1CC2=CC=CC=C2C[C@H]1CN1CCCCC1